C(C=C)C=1C=C(C(=C(C1)C1=C(C=CC(=C1)CC=C)O)O)C=O 5,5'-diallyl-2,2'-dihydroxy-[1,1'-biphenyl]-3-formaldehyde